C[C@@H]1N[C@@H](CC(C1)N1N=CC(=C1)NC1=NC=C(C(=N1)C1=CC=C(C(=O)O)C=C1)C)C 4-(2-((1-((2S,4s,6R)-2,6-dimethylpiperidin-4-yl)-1H-pyrazol-4-yl)amino)-5-methylpyrimidin-4-yl)benzoic acid